CC1=CC(=NC(=N1)C(=O)N1CCC(CC1)C1=C(C=CC=C1)C(F)(F)F)C(=O)O 6-methyl-2-(4-(2-(trifluoromethyl)phenyl)piperidine-1-carbonyl)pyrimidine-4-carboxylic acid